N=S(=O)(C)CC1CCN(CC1)C1=CC=NC2=CC(=CC=C12)OC imino({[1-(7-methoxyquinolin-4-yl)piperidin-4-yl]methyl})methyl-λ6-sulfanone